FC=1C(=C(C=C(C1)CC(C)C)N1CCN(CC1)C(=O)C=1N=NC=CC1)C=1N=NNN1 [4-[3-fluoro-5-isobutyl-2-(2H-tetrazol-5-yl)phenyl]piperazin-1-yl]-pyridazin-3-yl-methanone